CNC(C(=O)O)CC(=O)C.NC(C(=O)OC)CC(=O)C methyl aminolevulinate (methylaminolevulinate)